2-(((5-(2-(ethyl(isopropyl)carbamoyl)-4-fluorophenoxy)pyrimidin-4-yl)amino) Methyl)morpholine-4-carboxylate C(C)N(C(=O)C1=C(OC=2C(=NC=NC2)NCC2CN(CCO2)C(=O)[O-])C=CC(=C1)F)C(C)C